C(C)(C)C1=NC=CC=C1C1=NC=C(C(=N1)NCC1=CC=C(C=C1)N1N=C(C=C1C)C(F)(F)F)OC 2-(2-Isopropylpyridin-3-yl)-5-methoxy-N-(4-(5-methyl-3-(trifluoromethyl)-1H-pyrazol-1-yl)benzyl)pyrimidin-4-amine